[6-(3-cyclopropyl-1,2,4-triazol-1-yl)-2-azaspiro[3.3]heptan-2-yl]-[6-[(1-methylimidazol-2-yl)methyl]-2,6-diazaspiro[3.3]heptan-2-yl]methanone C1(CC1)C1=NN(C=N1)C1CC2(CN(C2)C(=O)N2CC3(C2)CN(C3)CC=3N(C=CN3)C)C1